[Bi]=O.[Ni].[Ag] silver-nickel-bismuth oxide